4-(5-bromo-2-methylpyrazol-3-yl)-5-methyl-3H-1,2,3-triazole BrC=1C=C(N(N1)C)C=1NN=NC1C